tert-butyl 4-(6-fluoro-2-tetrahydropyran-2-yl-3H-imidazo[4,5-b]pyridin-7-yl)piperidine-1-carboxylate FC=1C(=C2C(=NC1)NC(=N2)C2OCCCC2)C2CCN(CC2)C(=O)OC(C)(C)C